ClC=1C=C(C=CC1Cl)NC(N(C)C)=O 3,4-Dichlorophenyl-N,N-dimethylurea